(S)-N-(3,5-difluoro-4-{[6-(2-hydroxypropoxy)-7-methoxyquinolin-4-yl]oxy}phenyl)-4-methoxypyridine-3-carboxamide FC=1C=C(C=C(C1OC1=CC=NC2=CC(=C(C=C12)OC[C@H](C)O)OC)F)NC(=O)C=1C=NC=CC1OC